Br\C=C\CF (E)-1-bromo-3-fluoropropene